S1C(=CC=C1)CCNC(=O)C=1NC2=CC=CC=C2C1 N-(2-(thiophen-2-yl)ethyl)-1H-indol-2-carboxamide